1,3-bis(dimethylcyclopentylphosphino)benzene CC1C(CCC1)(PC1=CC(=CC=C1)PC1(C(CCC1)C)C)C